1,5-Diisopropyl-1,5-diazacyclooctan C(C)(C)N1CCCN(CCC1)C(C)C